C(C1=CC=CC=C1)[C@H]1NC(OC1)=O (4R)-4-benzyl-1,3-oxazolidin-2-one